3-(4-((2R,4R)-4-((5-cyclopropyl-3-(2,6-dichlorophenyl)isoxazol-4-yl)methoxy)-2-methylpiperidin-1-yl)phenyl)-1,2,4-oxadiazol-5(4H)-one C1(CC1)C1=C(C(=NO1)C1=C(C=CC=C1Cl)Cl)CO[C@H]1C[C@H](N(CC1)C1=CC=C(C=C1)C1=NOC(N1)=O)C